8-(acetyloxy)decanal C(C)(=O)OC(CCCCCCC=O)CC